5-chloro-7-[6-(1-cyclopropylpyrazol-4-yl)-3,6-dihydro-2H-pyran-4-yl]-2,3-dimethyl-pyrido[2,3-d]pyrimidin-4-one ClC1=CC(=NC=2N=C(N(C(C21)=O)C)C)C=2CCOC(C2)C=2C=NN(C2)C2CC2